C[C@@]12[C@@](CN(C1)C(=O)OC(C)(C)C)(CN(C2)C2=CC=C(C=C2)OC(F)(F)F)C tert-butyl (3aS,6aR)-3a,6a-dimethyl-2-[4-(trifluoromethoxy)phenyl]-1,3,4,6-tetrahydropyrrolo[3,4-c]pyrrole-5-carboxylate